CC(C(C(=O)O)O)(C)C 3,3-dimethyl-2-hydroxybutyric acid